C1(=CC=CC=C1)COC1=C(C(=C(C=C1)C(C(CC(=O)O)C)=O)F)C(F)(F)F 4-[4-Phenylmethyloxy-2-fluoro-3-(trifluoromethyl)phenyl]-3-methyl-4-oxobutanoic acid